(R)-N'-((2-cyclopropyl-6,7-dihydro-5H-cyclopenta[b]pyridin-4-yl)carbamoyl)-4-(2-hydroxypropan-2-yl)thiophene-2-sulfonimidamide C1(CC1)C1=CC(=C2C(=N1)CCC2)NC(=O)N=[S@](=O)(N)C=2SC=C(C2)C(C)(C)O